C1=CC=CC=2C3=CC=CC=C3C(C12)COC(=O)N[C@@H](C(=O)O)CC1=CC(=C(C=C1)OC(=O)OCC[Si](C)(C)C)I (R)-2-((((9H-Fluoren-9-yl)methoxy)carbonyl)amino)-3-(3-iodo-4-(((2-(trimethylsilyl)ethoxy)carbonyl)oxy)phenyl)propionic acid